C(C1=CC=CC=C1)N1C[C@@H](N(C[C@H]1CC)C=1C=2C(N(C(C1)=O)C)=CN(N2)C2OCCCC2)CC 7-((2S,5R)-4-benzyl-2,5-diethylpiperazin-1-yl)-4-methyl-2-(tetrahydro-2H-pyran-2-yl)-2,4-dihydro-5H-pyrazolo[4,3-b]pyridin-5-one